tert-Butyl ((3S,5R)-1-(3-bromo-5-fluoropyridin-4-yl)-5-methylpiperidin-3-yl)carbamate BrC=1C=NC=C(C1N1C[C@H](C[C@H](C1)C)NC(OC(C)(C)C)=O)F